3,4,5-tribromo-1-[2-(2-methoxyethoxy)ethyl]pyrazole BrC1=NN(C(=C1Br)Br)CCOCCOC